methyl 3-(benzyloxy)-4-cyano-5-fluorobenzoate C(C1=CC=CC=C1)OC=1C=C(C(=O)OC)C=C(C1C#N)F